O1CC(C1)C(C1COC1)[SiH](OCCC)CC di(oxetan-3-yl)methylethyl-n-propyloxysilane